CS(=O)(=O)C1=CC=C(C=C1)C1=CC=CC=2N1N=C(N2)NC2=CC=C(C=C2)N2CCNCC2 5-(4-(Methylsulfonyl)phenyl)-N-(4-(piperazin-1-yl)phenyl)-[1,2,4]triazolo[1,5-a]pyridin-2-amine